decaprenyl pyrophosphate CC(=CCC/C(=C/CC/C(=C\CC/C(=C\CC/C(=C\CC/C(=C\CC/C(=C\CC/C(=C\CC/C(=C\CC/C(=C\COP(=O)(O)OP(=O)(O)O)/C)/C)/C)/C)/C)/C)/C)/C)/C)C